palladium-gold-selenium [Se].[Au].[Pd]